5-(2,4-difluoro-phenyl)-isoxazole-3-carboxylic acid ethyl ester C(C)OC(=O)C1=NOC(=C1)C1=C(C=C(C=C1)F)F